(5-(((3-(4-chlorophenyl)-1,2,4-oxadiazol-5-yl)methyl)thio)-1,3,4-thiadiazol-2-yl)benzamide ClC1=CC=C(C=C1)C1=NOC(=N1)CSC1=NN=C(S1)C1=C(C(=O)N)C=CC=C1